2-Amino-4-(3-((2S)-3-(bicyclo[1.1.1]pentan-1-ylamino)-2-methylpyrrolidin-1-yl)-5-fluoro-7,9-dihydrofuro[3,4-f]quinazolin-6-yl)-7-fluorothieno[3,2-c]pyridine-3-carbonitrile NC1=C(C=2C(=NC=C(C2S1)F)C=1C2=C(C=3C=NC(=NC3C1F)N1[C@H](C(CC1)NC13CC(C1)C3)C)COC2)C#N